2-(2-(1-(Cyclopropylsulfonyl)-1H-pyrazol-4-yl)pyrimidin-4-yl)-N4-((4-(difluoromethyl)cyclohexyl)methyl)-5-(1-methyl-1H-pyrazol-3-yl)pyridine-2,4-diamine C1(CC1)S(=O)(=O)N1N=CC(=C1)C1=NC=CC(=N1)C1(NC=C(C(=C1)NCC1CCC(CC1)C(F)F)C1=NN(C=C1)C)N